N-[2-chloro-4-[[(2,4-diamino-6-pteridinyl)methyl]amino]benzoyl]L-aspartic acid ClC1=C(C(=O)N[C@@H](CC(=O)O)C(=O)O)C=CC(=C1)NCC=1N=C2C(=NC(=NC2=NC1)N)N